C(C1=CC=CC=C1)OC1=NC(=CC=C1N1C(N(C2=C1C=CC=C2C=2CCN(CC2)C(=O)[O-])C)=O)OCC2=CC=CC=C2 4-[1-(2,6-dibenzyloxy-3-pyridyl)-3-methyl-2-oxo-benzimidazol-4-yl]-3,6-dihydro-2H-pyridine-1-carboxylate